CN[C@@H]1C[C@H](C1)C(=O)O (trans)-3-(methylamino)cyclobutane-1-carboxylic acid